C(C)N(C(O)=O)[C@@H]1CN(CC1)C1CCC2(C(NC3=CC(=CC=C23)C)=O)CC1.C(C)N(C1=CC=C(C=C1)C1(OC(=O)C2=CC=CC=C12)C1=C(N(C2=CC=CC=C12)CC)C)CC 3-(4-diethylaminophenyl)-3-(1-Ethyl-2-methylindol-3-yl)phthalide ethyl-[(3S)-1-(6'-methyl-2'-oxo-1',2'-dihydrospiro[cyclohexane-1,3'-indol]-4-yl)pyrrolidin-3-yl]carbamate